CN1N=NC(=C1)C1=CC=C2C(=CNC2=C1)C([C@H](C1=CC=CC=C1)NCCC1=CC=C(C#N)C=C1)=O |r| (S)- and (R)-4-(2-((2-(6-(1-methyl-1H-1,2,3-triazol-4-yl)-1H-indol-3-yl)-2-oxo-1-phenylethyl)amino)eth-yl)benzonitrile